(E)-1,4-bis(but-1-enyl)-1,4-dimethyltetrazene C(=CCC)N(\N=N\N(C)C=CCC)C